BrC1=C2C=C(N(C2=CC=C1)COCC[Si](C)(C)C)I {2-[(4-bromo-2-iodo-1-indolyl)methoxy]ethyl}tris(methyl)silane